C1(=CC=C(C=C1)N(C1=C(C=C(C=C1)C1=CC=C(C=C1)C1=CC(=C(C=C1)N(C1=CC=CC=C1)C1=CC=C(C=C1)C1=CC=CC=C1)C1=CC=CC=C1)C1=CC=CC=C1)C1=CC=CC=C1)C1=CC=CC=C1 4,4''-bis{(biphenyl-4-yl)-phenylamino}-3,3''-diphenyl-1,1':4',1''-terphenyl